[Zn+2].C1(CCC1)(C(=O)[O-])C(=O)[O-] Cyclobutanedioic acid zinc salt